CN1C2=C(C3=C1C(N(N=C3)CC=3C=NC=CC3)=O)SC(=N2)CC2=NC=CC=C2 4-methyl-2-(pyridin-2-ylmethyl)-6-(pyridin-3-ylmethyl)-4H-thiazolo[5',4':4,5]pyrrolo[2,3-d]pyridazin-5(6H)-one